ClC1=C(C=C(C=N1)C=1C=NC(=CC1)C1CC1)S(=O)(=O)CC 6-chloro-6'-cyclopropyl-5-(ethylsulfonyl)-3,3'-bipyridine